BrC=1C=C2C(N(C(=NC2=CC1)SC)C1=C(C(=C(C=C1)F)F)F)=O 6-bromo-(2,3,4-trifluorophenyl)-2-methylsulfanyl-4-oxo-3,4-dihydroquinazoline